1-(2-methylpropanoyl)pyrrolidin CC(C(=O)N1CCCC1)C